Cl.N=1N2C(=CC1C=1C=C(C(=NC1)N)OC(C)C1=CC=NN1C)[C@]1(CC2)CNCC1 5-[(3R)-5',6'-dihydrospiro[pyrrolidine-3,4'-pyrrolo[1,2-b]pyrazol]-2'-yl]-3-[1-(1-methyl-1H-pyrazol-5-yl)ethoxy]pyridin-2-amine-hydrochloride